CN1N=C2C=C(C(=CC2=C1)C)N 2,5-dimethyl-2H-indazol-6-amine